N-hydroxy-4-(4-(methyl-(2-methyl-4-quinazolinyl)amino)phenoxy)butanamide methyl-(3aR,6aS)-octahydrocyclopenta[c]pyrrole-5-carboxylate COC(=O)C1C[C@@H]2[C@@H](CNC2)C1.ONC(CCCOC1=CC=C(C=C1)N(C1=NC(=NC2=CC=CC=C12)C)C)=O